((1r,4r)-oxetan-3-yl 4-(5-(2-(N-(tert-butyl) sulfamoyl)-4-((isopropoxycarbonyl) amino) phenyl) thiazol-2-yl) cyclohexyl) carbamate C(N)(OC1(CCC(CC1)C=1SC(=CN1)C1=C(C=C(C=C1)NC(=O)OC(C)C)S(NC(C)(C)C)(=O)=O)C1COC1)=O